ClC1=NC(=C(C(=C1C#N)CC)C#N)N1CC(CC1)O 2-chloro-4-ethyl-6-(3-hydroxypyrrolidin-1-yl)pyridine-3,5-dicarbonitrile